trihexyltetradecyl-phosphonium dodecylbenzenesulfonate C(CCCCCCCCCCC)OS(=O)(=O)C1=CC=CC=C1.C(CCCCC)[P+](CCCCCCCCCCCCCC)(CCCCCC)CCCCCC